C(CC(=O)C)(=O)OCC(C)C.C(CC(=O)C)(=O)OCC(C)C diisobutyl bis(acetoacetate)